[C@H]12COC[C@@H]2C1NC(=O)C1=CC(=NN1[C@@H](C)C1=C(C=CC=C1)Cl)C(=O)NC N5-((1R,5S,6r)-3-Oxabicyclo[3.1.0]hexan-6-yl)-1-((S)-1-(2-chlorophenyl)ethyl)-N3-methyl-1H-pyrazole-3,5-dicarboxamide